tert-butyl 4-[(6-nitro-3-pyridyl)oxymethyl]piperidine-1-carboxylate [N+](=O)([O-])C1=CC=C(C=N1)OCC1CCN(CC1)C(=O)OC(C)(C)C